4,4'-(1-phenylethylidene)biscyclohexanone C1(=CC=CC=C1)C(C)(C1CCC(CC1)=O)C1CCC(CC1)=O